C(CCCCC)C1CCCC2=C(NC3=C(C=CC=C23)C(=O)O)C1 7-hexyl-5H,6H,7H,8H,9H,10H-cyclohepta[b]indole-4-carboxylic acid